N,N,N-trimethyl-ammonioacetate C[N+](C)(C)CC(=O)[O-]